(2S,4R)-1-[(2S)-2-(4-cyclopropyltriazol-1-yl)-3,3-dimethyl-butanoyl]-4-hydroxy-N-[2-(2-oxo-1-pyridyl)-1-phenyl-ethyl]pyrrolidine-2-carboxamide C1(CC1)C=1N=NN(C1)[C@H](C(=O)N1[C@@H](C[C@H](C1)O)C(=O)NC(CN1C(C=CC=C1)=O)C1=CC=CC=C1)C(C)(C)C